(S)-2-((diphenylmethylene)amino)-2-((3R)-quinuclidin-3-yl)acetic acid methyl ester COC([C@H]([C@H]1CN2CCC1CC2)N=C(C2=CC=CC=C2)C2=CC=CC=C2)=O